5-[4-amino-5-(trifluoromethyl)pyrrolo[2,1-f][1,2,4]triazin-7-yl]-N-[(3R,4S)-4-fluoro-1-(5-fluoro-pyridine-2-carbonyl)pyrrolidin-3-yl]-2-methoxypyridine-3-carboxamide NC1=NC=NN2C1=C(C=C2C=2C=C(C(=NC2)OC)C(=O)N[C@@H]2CN(C[C@@H]2F)C(=O)C2=NC=C(C=C2)F)C(F)(F)F